C1(=CC=CC2=CC=CC=C12)S(=O)(=O)[O-].[Na+] sodium 1-naphthalenesulphonate